[Ni].N1=C(C=CC=C1)CC[C@H]1OC2=CC=CC=C2C(C1)=O (R)-2-(2-(pyridine-2-yl)ethyl)chroman-4-one nickel